5-(3-chlorophenyl)-N-((2-(2,6-dioxopiperidin-3-yl)-1-oxoisoindolin-5-yl)methyl)pyrimidine-2-carboxamide ClC=1C=C(C=CC1)C=1C=NC(=NC1)C(=O)NCC=1C=C2CN(C(C2=CC1)=O)C1C(NC(CC1)=O)=O